FC1=C(CCl)C(=CC=C1F)OC 2,3-difluoro-6-methoxybenzyl chloride